NC1=C(C=C(C=N1)C1=CC(=C(C(=C1)C)O)C)C1=CC=NC=C1 4-[6-amino-5-(4-pyridyl)-3-pyridyl]-2,6-dimethyl-phenol